ClC1=C(C=CC(=C1NC=1C(=C2C(N(C=NC2=CC1)C)=O)F)F)NS(=O)(=O)N1C2CC(C1)C2 N-(2-chloro-4-fluoro-3-((5-fluoro-3-methyl-4-oxo-3,4-dihydroquinazolin-6-yl)amino)phenyl)-2-azabicyclo[2.1.1]hexane-2-sulfonamide